CC1(CC(CCC1)C1=NN=C2N1C=CN=C2N)C 3-(3,3-dimethylcyclohexyl)[1,2,4]triazolo[4,3-a]pyrazin-8-amine